COC1=C(C(=C(C=C1)C1CCO1)N)N 3-methoxy-6-(oxetan-4-yl)benzene-1,2-diamine